N(N)C(CCC1=C(C(=O)N[C@H](C)C2=CC=CC3=CC=CC=C23)C=CC=C1)=O (R)-2-(3-hydrazineyl-3-oxopropyl)-N-(1-(naphthalen-1-yl)ethyl)benzamide